C1(=CC=CC=C1)[C@H]1COC2=CC(=CC=C2[C@H]1C1=CC=C(C=C1)N1CC2(C1)CCN(CC2)C(=O)OC(C)(C)C)OC2OCCCC2 tert-butyl 2-(4-((3S,4R)-3-phenyl-7-((tetrahydro-2H-pyran-2-yl)oxy)chroman-4-yl)phenyl)-2,7-diazaspiro[3.5]nonane-7-carboxylate